N-((S)-((S)-3,3-difluorocyclohexyl)(2-(((3R,5R)-2-oxo-5-(trifluoromethyl)piperidin-3-yl)methyl)imidazo[1,2-b][1,2,4]triazin-6-yl)methyl)-1-methyl-1H-pyrazole-5-carboxamide FC1(C[C@H](CCC1)[C@H](NC(=O)C1=CC=NN1C)C=1N=C2N(N=C(C=N2)C[C@@H]2C(NC[C@@H](C2)C(F)(F)F)=O)C1)F